cumyl methylcarbamate CNC(OC(C)(C)C1=CC=CC=C1)=O